C(C)(C)(C)OC(=O)N1C[C@@H](N(CC1)C(C1=C(C=C(C(=C1)Cl)Br)N)=O)CCO (3S)-4-(2-amino-4-bromo-5-chloro-benzoyl)-3-(2-hydroxyethyl)piperazine-1-carboxylic acid tert-butyl ester